cetylstearyl stearate C(CCCCCCCCCCCCCCCCC)(=O)OCCCCCCCCCCCCCCCCCCCCCCCCCCCCCCCCCC